C(C)OC(C(F)F)O 1-ethoxy-2,2-difluoroethane-1-ol